COC1OC(C2=NC(=CC=C21)NC2=NC=C(C(=N2)N[C@H](CO)C2=CC=CC=C2)C2=NC1(CO2)CCOCC1)(C)C (2S)-2-((2-((5-methoxy-7,7-dimethyl-5,7-dihydrofuro[3,4-b]pyridin-2-yl)amino)-5-(3,8-dioxa-1-azaspiro[4.5]dec-1-en-2-yl)pyrimidin-4-yl)amino)-2-phenylethan-1-ol